(R)-3-(5-chlorothiazol-2-yl)-2-fluoro-5-((tetrahydrofuran-3-yl)oxy)benzoic acid ClC1=CN=C(S1)C=1C(=C(C(=O)O)C=C(C1)O[C@H]1COCC1)F